ClC=1C=C(C=CC1Cl)C=1N(C(=CC(C1C(=O)O)=O)CN1N=C(C=C1)C=1SC=CN1)CC 2-(3,4-dichlorophenyl)-1-ethyl-4-oxo-6-[(3-thiazol-2-ylpyrazol-1-yl)methyl]pyridine-3-carboxylic acid